C(C)C=1C=C(C=CC1C1=CC=C2C(=NNC2=C1)C=1NC=C(N1)C=1CCN(CC1)C[C@H]1NCCOC1)O (R)-3-ethyl-4-(3-(4-(1-(morpholin-3-ylmethyl)-1,2,3,6-tetrahydropyridin-4-yl)-1H-imidazol-2-yl)-1H-indazol-6-yl)phenol